BrC=1C=C(N(C1)S(=O)(=O)C1=CC=C(C)C=C1)CCN[C@H](CO[Si](C)(C)C(C)(C)C)C1=CC(=CC=C1)Cl (S)-N-(2-(4-bromo-1-p-toluenesulfonyl-1H-pyrrol-2-yl)ethyl)-2-((tert-butyldimethylsilyl)oxy)-1-(3-chlorophenyl)ethane-1-amine